C1(CCCC1)OC1=C(N)C=C(C=C1)C1=CC=NS1 2-(cyclopentyloxy)-5-(isothiazol-5-yl)aniline